hafnium-tantalum oxide [O-2].[Ta+5].[Hf+4]